(E)-((1-((3-(2-cyclopropylvinyl)phenyl)sulfonyl)-5-(2-fluorophenyl)-1H-pyrrol-3-yl) Methyl)(methyl)carbamate C1(CC1)/C=C/C=1C=C(C=CC1)S(=O)(=O)N1C=C(C=C1C1=C(C=CC=C1)F)COC(NC)=O